C(C)N(S(=O)(=O)C1=CC=C(C=C1)CN1C(NC2=CC=CC=C2C1)=O)CC N,N-Diethyl-4-((2-oxo-1,4-dihydroquinazolin-3(2H)-yl)methyl)benzenesulfonamide